tert-Butyl-4-(6-((2-fluoro-4-((methoxyimino)methyl)benzyl)oxy)pyridin-2-yl)piperidine-1-carboxylate C(C)(C)(C)OC(=O)N1CCC(CC1)C1=NC(=CC=C1)OCC1=C(C=C(C=C1)C=NOC)F